OC=1C(=NC=2CCCCC2N1)C(=O)OCC ethyl 3-hydroxy-5,6,7,8-tetrahydroquinoxaline-2-carboxylate